ClC=1C=C(C=CC1)C(C(CO)C)=O 1-(3-Chlorophenyl)-3-hydroxy-2-methylpropan-1-one